5-(4-chloro-2-fluoro-phenyl)-7-[2-(1-cyclopropylpyrazol-4-yl)morpholin-4-yl]-2H-pyrido[3,4-d]pyridazin-1-one ClC1=CC(=C(C=C1)C1=NC(=CC2=C1C=NNC2=O)N2CC(OCC2)C=2C=NN(C2)C2CC2)F